N-cyclopropyl-2-(difluoromethoxy)-6-methoxy-4-(7-tetrahydropyran-4-ylimidazo[1,2-a]pyridin-3-yl)benzamide C1(CC1)NC(C1=C(C=C(C=C1OC)C1=CN=C2N1C=CC(=C2)C2CCOCC2)OC(F)F)=O